C1(CCCC1)C1=CC=C2C=C(C(=NC2=C1C(NC1=CSC=C1)=O)OC)C(=O)OC1=C(C(=C(C(=C1F)F)F)F)F perfluorophenyl 7-cyclopentyl-2-methoxy-8-(thiophen-3-ylcarbamoyl)quinoline-3-carboxylate